methyl 3-(bromomethyl)-2,4-difluorobenzoate BrCC=1C(=C(C(=O)OC)C=CC1F)F